(R)-1-(sec-butyl)-2-methoxybenzene [C@@H](C)(CC)C1=C(C=CC=C1)OC